(Ra)-2-(6-(4-Chloro-1-((2'-fluoro-[1,1'-biphenyl]-4-yl)methyl)-1H-indazole-7-carboxamido)spiro[3.3]heptan-2-yl)acetic acid ClC1=C2C=NN(C2=C(C=C1)C(=O)NC1CC2(CC(C2)CC(=O)O)C1)CC1=CC=C(C=C1)C1=C(C=CC=C1)F